silyloxypentadecenyl-phenol [SiH3]OCCCCCCCCCCCCCC=CC1=C(C=CC=C1)O